C1(CCCC1)C(=O)N1CC2=C(C1)CN(C2)S(=O)(=O)C=2C=CC1=C(N(CCO1)C)C2 6-({5-Cyclopentanecarbonyl-1H,2H,3H,4H,5H,6H-pyrrolo[3,4-c]pyrrol-2-yl}sulfonyl)-4-methyl-3,4-dihydro-2H-1,4-benzoxazine